C(C=C)(=O)OCC(OC(NCC(CC(CCNC(OC(COC(C=C)=O)C)=O)C)(C)C)=O)C 2,7,7,9,15-pentamethyl-4,13-dioxo-3,14-dioxa-5,12-diazahexadecane-1,16-diyl diacrylate